FC=1C=2CCCC2C(=C2CCCC12)NC(=O)NS(=O)(=O)C=1OC2=C(C1)C(CCC2)(C)O N-((8-fluoro-1,2,3,5,6,7-hexahydro-s-indacen-4-yl)carbamoyl)-4-hydroxy-4-methyl-4,5,6,7-tetrahydrobenzofuran-2-sulfonamide